1-(2-iodo-5-ethyl-3-pyridinyl)-3-pentanol IC1=NC=C(C=C1CCC(CC)O)CC